7-(2-Acrylamidophenyl)-2-(3,5-dichloro-4-methoxyphenyl)-4,5,6,7-tetrahydropyrazolo[1,5-a]pyrimidine-3-carboxamide C(C=C)(=O)NC1=C(C=CC=C1)C1CCNC=2N1N=C(C2C(=O)N)C2=CC(=C(C(=C2)Cl)OC)Cl